CC1(C2=CC=CC=C2N(C=2C=CC=CC12)C1=CC=C(C=C1)C1N(C(=NC(=N1)C1=CC=CC=C1)C1=CC=CC=C1)C1=CC=C(C=C1)N1C=2C=CC=CC2C(C2=CC=CC=C12)(C)C)C bis[4-(9,9-dimethyl-9H-acridin-10-yl)phenyl]-4,6-diphenyl-1,3,5-triazine